FC1=C(C=C(C=C1)C(=O)N1CCC2(C(N3[C@H](O2)CC[C@H]3C3=CC(=CC=C3)F)=O)CC1)OC (5'S,7a'R)-1-(4-fluoro-3-methoxybenzene-1-carbonyl)-5'-(3-fluoro-phenyl)tetrahydro-3'H-spiro[piperidine-4,2'-pyrrolo[2,1-b][1,3]oxazol]-3'-one